C12(CC(C1)C2)N2C(C(=CC1=C2N=C(N=C1)S(=O)C)C#N)=O 8-(bicyclo[1.1.1]pent-1-yl)-2-(methylsulfinyl)-7-oxo-7,8-dihydropyrido[2,3-d]pyrimidine-6-carbonitrile